CCCCCCCCCCCCCCCCCCCCCCCCCCC(C(=O)N[C@@H](COP(=O)([O-])OCC[N+](C)(C)C)[C@@H](/C=C/CCCCCCCCCC(C)C)O)O The molecule is an N-acyl-15-methylhexadecasphing-4-enine-1-phosphocholine in which the acyl group has 28 carbons and 0 double bonds and is 2-hydroxylated. It derives from a 15-methylhexadecasphing-4-enine.